FC=1C=C2C(=CNC(C2=CC1F)=O)[C@H](C)N(C(=O)NC1=CC=C(C=C1)F)CCS(=O)(=O)N (S)-2-(1-(1-(6,7-difluoro-1-oxo-1,2-dihydroisoquinolin-4-yl)ethyl)-3-(4-fluorophenyl)ureido)ethane-1-sulfonamide